C12(CC3CC(CC(C1)C3)C2)CS(=O)(=O)NC(=O)C=2N=NC(=CC2)N2CCN(CC2)CC2=CC(=CC(=C2)OC(F)(F)F)C=2C=NC=C(C2)OCC N-(1-Adamantylmethylsulfonyl)-6-[4-[[3-(5-ethoxypyridin-3-yl)-5-(trifluoromethoxy)phenyl]methyl]piperazin-1-yl]pyridazine-3-carboxamide